2-[4-(4-Bromo-1-methyl-1H-pyrazole-3-carbonyl)-piperazin-1-yl]-1-(2,4-difluoro-phenyl)-ethanone BrC=1C(=NN(C1)C)C(=O)N1CCN(CC1)CC(=O)C1=C(C=C(C=C1)F)F